Ethyl 4-chloro-9H-pyrimido[4,5-b]indole-6-carboxylate ClC1=NC=NC=2NC3=CC=C(C=C3C21)C(=O)OCC